C(C)(C)NC(=O)C1=CC2=CC(=CC(=C2C=C1)C1=CC=C(C=C1)C(F)(F)F)N(S(=O)(=O)C)C N-isopropyl-7-(N-methylmethyl-sulfonamido)-5-(4-(trifluoromethyl)phenyl)-2-naphthamide